6-((benzyloxy)(isopropyl)amino)-N2,N4-dipropyl-1,3,5-triazine-2,4-diamine C(C1=CC=CC=C1)ON(C1=NC(=NC(=N1)NCCC)NCCC)C(C)C